C(C)(=O)OC1=CC(=C(C(=C1C(=O)N1CC2=CC=CC(=C2C1)N(C(C=C)=O)C)C)C)OC(C)=O 4,5-dimethyl-6-(4-(N-methylacrylamido)isoindoline-2-carbonyl)-1,3-phenylene diacetate